2-Amino-6-chloro-N-(2,3-dihydro-1H-inden-2-yl)isonicotinamide NC=1C=C(C(=O)NC2CC3=CC=CC=C3C2)C=C(N1)Cl